2-[2-(2,2-difluoroethoxy)ethyl-amino]acetic acid FC(COCCNCC(=O)O)F